C(CCC)=[N+]1CCCC1 n-butylidenepyrrolidinium